The molecule is a mineralocorticoid that is progesterone substituted at position 21 by a hydroxy group. It has a role as a human metabolite and a mouse metabolite. It is a mineralocorticoid, a 3-oxo-Delta(4) steroid, a 20-oxo steroid, a 21-hydroxy steroid and a primary alpha-hydroxy ketone. It derives from a progesterone. C[C@]12CC[C@H]3[C@H]([C@@H]1CC[C@@H]2C(=O)CO)CCC4=CC(=O)CC[C@]34C